C(#N)CC1CC(C1)(C1=NN=CN1C)C=1C=C(C=CC1)NC(=O)C1=CC(=C2C(=N1)C(CO2)(C)C)C=O N-(3-((1s,3s)-3-(cyanomethyl)-1-(4-methyl-4H-1,2,4-triazol-3-yl)cyclobutyl)phenyl)-7-formyl-3,3-dimethyl-2,3-dihydrofuro[3,2-b]pyridine-5-carboxamide